FC(C=1C=CC(=NC1)CNN1C[C@H]2CC[C@@H](C1)O2)(F)F (1R,5S)-N-((5-(trifluoromethyl)pyridin-2-yl)methyl)-8-oxa-3-azabicyclo[3.2.1]octan-3-amine